[5-chloro-2-(2,6-dichloropyridin-4-yl)phenyl]-(3,3-difluoroazetidin-1-yl)methanone ClC=1C=CC(=C(C1)C(=O)N1CC(C1)(F)F)C1=CC(=NC(=C1)Cl)Cl